[Cl-].ClCC(C)[N+](C)(C)C 3-chloro-2-propyl-trimethyl-ammonium chloride